N,N-diisobutylacetamide C(C(C)C)N(C(C)=O)CC(C)C